N-((1s,4s)-4-(diisopentylamino)cyclohexyl)-4-isopropyl-5-(8-methyl-[1,2,4]triazolo[1,5-a]pyridin-6-yl)-1H-pyrazole-3-carboxamide C(CC(C)C)N(C1CCC(CC1)NC(=O)C1=NNC(=C1C(C)C)C=1C=C(C=2N(C1)N=CN2)C)CCC(C)C